(E)-2-methylpent-1,3-diene CC(=C)\C=C\C